2-((S)-4-(7-((1H-indazol-4-yl)methyl)-2-(((S)-1-methylpyrrolidin-2-yl)methoxy)imidazo[2,1-f][1,2,4]triazin-4-yl)-1-acryloylpiperazin-2-yl)acetamide N1N=CC2=C(C=CC=C12)CC1=CN=C2C(=NC(=NN21)OC[C@H]2N(CCC2)C)N2C[C@@H](N(CC2)C(C=C)=O)CC(=O)N